C(=O)(OCC1C2=CC=CC=C2C2=CC=CC=C12)N[C@@H](CCCNC(N)=N)CO Fmoc-Argininol